3-[(2-chloro-6-fluorophenyl)methyl]-4-(quinolin-5-ylmethyl)-4,5-dihydro-1,2,4-oxadiazol-5-one ClC1=C(C(=CC=C1)F)CC1=NOC(N1CC1=C2C=CC=NC2=CC=C1)=O